lithium bistrifluoromethanesulfonimide salt [N-](S(=O)(=O)C(F)(F)F)S(=O)(=O)C(F)(F)F.[Li+]